6-bromo-N'-[4-[tert-butyl(dimethyl)silyl]oxy-2-(2,2,2-trifluoroethyl)-phenyl]-4-chloro-pyrrolo[1,2-b]pyridazine-3-carboxamidine BrC=1C=C2N(N=CC(=C2Cl)C(=NC2=C(C=C(C=C2)O[Si](C)(C)C(C)(C)C)CC(F)(F)F)N)C1